C1(CC1)C1=NN(C=N1)C1CC2(CN(C2)C(=O)N2CC(C2)CCC2=C(C=CC=C2C)F)C1 [6-(3-cyclopropyl-1,2,4-triazol-1-yl)-2-azaspiro[3.3]heptan-2-yl]-[3-[2-(2-fluoro-6-methyl-phenyl)ethyl]azetidin-1-yl]methanone